(6-mercapto-hexyl)amine SCCCCCCN